C(C=C)C1=C(C=C(C=C1)C)C 1-allyl-2,4-dimethylbenzene